FC1=C(C=CC(=C1)F)S(=O)(=O)NC=1C=C(C=NC1OC)C=1C=C2C(=NC=NC2=CC1)C1CN(CC1)C(=O)OC(C)(C)C Tert-butyl 3-(6-(5-((2,4-difluorophenyl)sulfonamido)-6-methoxypyridin-3-yl)quinazolin-4-yl)pyrrolidine-1-carboxylate